CN1C(=NN=N1)SCC2=C(N3[C@@H]([C@@](C3=O)(NC(=O)C4SC(=C(C(=O)N)C(=O)[O-])S4)OC)SC2)C(=O)[O-] The molecule is the dianion formed by removal of a proton from each of the carboxylic acid groups of cefotetan. It is a conjugate base of a cefotetan.